FC=1C(=C(C=CC1C1=C2C(=NC=C1)C=CS2)NC=2C=NN1C2C(NCC1(C)C)=O)OC 3-[(3-fluoro-2-methoxy-4-{thieno[3,2-b]pyridin-7-yl}phenyl)amino]-7,7-dimethyl-5H,6H-pyrazolo[1,5-a]pyrazin-4-one